FC(C1=C(C=NN1C)S(=O)(=O)N1CCC(CC1)C=1C(=CC=2N(C1)N=CN2)F)F 6-(1-((5-(difluoromethyl)-1-methyl-1H-pyrazol-4-yl)sulfonyl)piperidin-4-yl)-7-fluoro-[1,2,4]triazolo[1,5-a]pyridine